3-[(3S,4S)-4-amino-3-methyl-2-oxa-8-azaspiro[4.5]dec-8-yl]-6-(2,3-dichlorophenyl)-5-hydroxy-2-pyridinemethanol N[C@@H]1[C@@H](OCC12CCN(CC2)C=2C(=NC(=C(C2)O)C2=C(C(=CC=C2)Cl)Cl)CO)C